tert-butyl 4-((1-(hydroxymethyl)cyclopropyl)methyl)piperazine-1-carboxylate OCC1(CC1)CN1CCN(CC1)C(=O)OC(C)(C)C